4-((9-(1-((6-chloro-2-(1-methyl-1H-pyrazol-4-yl)pyridin-3-yl)amino)ethyl)-4,7-dimethyl-5-oxo-4,5-dihydro-3H-pyrazolo[3,4-c]isoquinolin-3-yl)methyl)-N,N-dimethylpiperidine-1-carboxamide ClC1=CC=C(C(=N1)C=1C=NN(C1)C)NC(C)C=1C=2C3=C(N(C(C2C=C(C1)C)=O)C)N(N=C3)CC3CCN(CC3)C(=O)N(C)C